6-(3-(1H-benzo[d]imidazol-5-yl)-1,2,4-oxadiazol-5-yl)-2,2-diethylchroman-4-one N1C=NC2=C1C=CC(=C2)C2=NOC(=N2)C=2C=C1C(CC(OC1=CC2)(CC)CC)=O